N1C(=NC2=C1C=CC=C2)CNC2=NC(=NN1C2=NC=C1Br)S(=O)(=O)C N-[(1H-benzimidazol-2-yl)methyl]-7-bromo-2-(methanesulfonyl)imidazo[2,1-f][1,2,4]triazin-4-amine